[N-](S(=O)(=O)C(F)(F)F)S(=O)(=O)C(F)(F)F.C(C=C)[N+](C)(C)C allyltrimethylammonium bistrifluoromethanesulfonimide salt